tert-butyl N-[(2-chloro-6-methylpyridin-4-yl)methyl]carbamate ClC1=NC(=CC(=C1)CNC(OC(C)(C)C)=O)C